methyl 3-(tert-butoxycarbonylamino)-6-(1-methylsulfonyloxypent-4-enyl)-5-(trifluoromethyl)pyridine-2-carboxylate C(C)(C)(C)OC(=O)NC=1C(=NC(=C(C1)C(F)(F)F)C(CCC=C)OS(=O)(=O)C)C(=O)OC